C(C)(C)(C)C1=C(N(C2=CN=C(C=C21)N(C2=C(C=CC=C2[N+](=O)[O-])C)C(=O)C(C)(C)C)C(=O)O)C(C2=C(C(=CC(=C2F)OC)OC)F)=O tert-butyl-5-((tert-butylcarbonyl)(2-methyl-6-nitrophenyl)amino)-2-(2,6-difluoro-3,5-dimethoxybenzoyl)-1H-pyrrolo[2,3-c]pyridine-1-carboxylic acid